COC(=O)C1=CSC=2C1=NC(=C(C2C(F)(F)F)C)N2CCN(CC2)CC(=O)NC(C)C 5-(4-(2-(isopropylamino)-2-oxoethyl)piperazin-1-yl)-6-methyl-7-(trifluoromethyl)thieno[3,2-b]pyridine-3-carboxylic acid methyl ester